ClC=1C=C(CNC2=CC(=NC3=CC=C(C=C23)C=2C(=NOC2C)C)C(=O)NCC2CN(C2)C)C=CC1 4-((3-chlorobenzyl)amino)-6-(3,5-dimethylisoxazol-4-yl)-N-((1-methylazetidin-3-yl)methyl)quinoline-2-carboxamide